(+)-1-(3-(aminomethyl)phenyl)-N-(5-((cyclopropylmethylamino)(2-hydroxyphenyl)methyl)-2-fluorophenyl)-3-(trifluoromethyl)-1H-pyrazole-5-carboxamide C1CC1CNC(C2=CC(=C(C=C2)F)NC(=O)C3=CC(=NN3C4=CC=CC(=C4)CN)C(F)(F)F)C5=CC=CC=C5O